C(#N)N1CC(CCC1)(C(=O)NC=1OC=C(N1)C1=CC(=CC=C1)C#N)F 1-cyano-N-(4-(3-cyanophenyl)oxazol-2-yl)-3-fluoropiperidine-3-carboxamide